5-thia-1-azabicyclo[4.2.0]oct-2-ene-2-carboxylate N12C(=CCSC2CC1)C(=O)[O-]